tert-Butyl 1-(3-bromo-4-fluorobenzyl)-1H-pyrazole-4-carboxylate BrC=1C=C(CN2N=CC(=C2)C(=O)OC(C)(C)C)C=CC1F